3-pyridyl-alanine N1=CC(=CC=C1)N[C@@H](C)C(=O)O